Benzyl(4-hydroxyphenyl)(methyl)sulfanium C(C1=CC=CC=C1)[S+](C)C1=CC=C(C=C1)O